NC1=NC(=NC=2N1N=C(N2)C=2OC=CC2)N2C[C@@H](CCC2)CN2CCN(CC2)C=2SC(=C(N2)CC(=O)OC)C Methyl (S)-2-(2-(4-((1-(7-amino-2-(furan-2-yl)-[1,2,4]triazolo[1,5-a][1,3,5]triazin-5-yl)piperidin-3-yl)methyl)piperazin-1-yl)-5-methylthiazol-4-yl)acetate